3-[[4-(2,6-Dimethylphenyl)-6-[(3S)-5-methyl-3-(spiro[2.3]hexan-5-ylamino)hexyl]pyrimidin-2-yl]sulfamoyl]benzoic acid CC1=C(C(=CC=C1)C)C1=NC(=NC(=C1)CC[C@@H](CC(C)C)NC1CC2(CC2)C1)NS(=O)(=O)C=1C=C(C(=O)O)C=CC1